F[C@@H](C(=O)O)C (R)-2-fluoropropionic acid